FC1=CC2=C(N(C(=N2)\C=C\C2=CC=CC=C2)CCC)C=C1F (E)-5,6-difluoro-1-propyl-2-styryl-1H-benzimidazole